F[C@H]1CN(CC[C@H]1N(C)C1=CC=CC2=C1SC(=C2CC(F)(F)F)C#CCNC2=C(C=C(C=C2)S(=O)(=O)C)OC)C (3S,4R)-3-fluoro-N-(2-(3-((2-methoxy-4-(methylsulfonyl)phenyl)amino)prop-1-yn-1-yl)-3-(2,2,2-trifluoroethyl)benzo[b]thiophen-7-yl)-N,1-dimethylpiperidin-4-amine